Cl.NOC=1C(=NOC1C1CC1)C1=C(C=CC=C1Cl)Cl 4-(aminooxy)-5-cyclopropyl-3-(2,6-dichlorophenyl)isoxazole hydrochloride